1,1,1-triethyl-3,3,3-trimethyldisiloxane C(C)[Si](O[Si](C)(C)C)(CC)CC